methyl-2-methyl-2-((trans-4-(3-((tetrahydro-2H-pyran-2-yl)oxy)propoxy)cyclohexyl)amino)propane (±)-ethyl-(1S,3S,4S)-3-fluoro-4-hydroxycyclopentane-1-carboxylate C(C)OC(=O)[C@@H]1C[C@@H]([C@H](C1)O)F.CCC(C)(N[C@@H]1CC[C@H](CC1)OCCCOC1OCCCC1)C |&1:5,7,8|